(2S,4R)-1-(2-(3-acetyl-5-(2-methylpyrimidin-5-yl)-1H-indazol-1-yl)acetyl)-N-(2,5'-difluoro-2'-(methylsulfonyl)biphenyl-3-yl)-4-fluoropyrrolidine-2-carboxamide C(C)(=O)C1=NN(C2=CC=C(C=C12)C=1C=NC(=NC1)C)CC(=O)N1[C@@H](C[C@H](C1)F)C(=O)NC=1C(=C(C=CC1)C1=C(C=CC(=C1)F)S(=O)(=O)C)F